(S)-N-(1-cyclopentyl-2-((4-(2-methyl-4-(trifluoromethyl)pyridin-3-yl)phenyl)amino)-2-oxoethyl)-3-ethylisoxazole-4-carboxamide C1(CCCC1)[C@@H](C(=O)NC1=CC=C(C=C1)C=1C(=NC=CC1C(F)(F)F)C)NC(=O)C=1C(=NOC1)CC